2,4-diaminomesitylene NC1=C(C=C(C(=C1C)N)C)C